C(C)S(=O)(=N)C=1C=C(C=NC1C1=NC=2C(=NC=C(C2)C(F)(F)F)N1)C1(CC1)C#N 1-[5-(ethylsulfonimidoyl)-6-[6-(trifluoromethyl)-3H-imidazo[4,5-b]pyridin-2-yl]-3-pyridyl]cyclopropanecarbonitrile